ClC1=C(C(=CC=C1)Cl)N1C=2N(C3=C(C1=O)C=NC(=N3)NC3=CC(=C(C=C3)C3N(CCC(C3)C#N)C)C)CCN2 (4-((6-(2,6-dichlorophenyl)-5-oxo-5,6,8,9-tetrahydroimidazo[1,2-a]pyrimido[5,4-e]pyrimidin-2-yl)amino)-2-methylphenyl)-1-methylpiperidine-4-carbonitrile